ClC=1C=C(C=C(C1)NS(=O)(=O)C)NC(=O)C=1SC(=C(C1)C1=NC=C(C=C1OCC1=CC(=CC(=C1)F)F)C1(CN(C1)C)O)C N-(3-chloro-5-(methylsulfonamido)phenyl)-4-(3-((3,5-difluorobenzyl)oxy)-5-(3-hydroxy-1-methylazetidin-3-yl)pyridin-2-yl)-5-methylthiophene-2-carboxamide